tert-butyl-2-(6-fluoropyridin-2-yl)hydrazine-1-carboxylic acid C(C)(C)(C)N(NC1=NC(=CC=C1)F)C(=O)O